P(=O)(F)(F)F.S(N=C=O)N=C=O thioisocyanate trifluoro-phosphate